4-chloro-3-(5,7-difluoro-6-(2-methylpyridin-4-yl)-4-oxo-1,4-dihydroquinolin-2-yl)benzonitrile ClC1=C(C=C(C#N)C=C1)C=1NC2=CC(=C(C(=C2C(C1)=O)F)C1=CC(=NC=C1)C)F